N-((CIS)-1-(1-methyl-1H-1,2,4-triazol-3-yl)-2-((((CIS)-4-phenylcyclohexyl)oxy)methyl)pyrrolidin-3-yl)methanesulfonamide CN1N=C(N=C1)N1[C@H]([C@H](CC1)NS(=O)(=O)C)CO[C@@H]1CC[C@@H](CC1)C1=CC=CC=C1